(R)-6-chloro-3-((1-(2-cyano-7-methyl-3-(4-(oxetan-3-yl)piperazin-1-yl)quinoxalin-5-yl)ethyl)amino)picolinic acid ClC1=CC=C(C(=N1)C(=O)O)N[C@H](C)C1=C2N=C(C(=NC2=CC(=C1)C)C#N)N1CCN(CC1)C1COC1